3-(2-Hydroxy-4-dimethylaminophenyl)-3-(2-methoxy-5-chlorophenyl)phthalide OC1=C(C=CC(=C1)N(C)C)C1(OC(=O)C2=CC=CC=C12)C1=C(C=CC(=C1)Cl)OC